[N+](=O)([O-])C1=CC=C(C=C1)SCC(=O)N1CCN(CC1)C(=O)[C@H]1[C@@H](C1)C1=CC=CC=C1 2-((4-nitrophenyl)thio)-1-(4-(trans-2-phenylcyclopropanecarbonyl)piperazin-1-yl)ethanone